Tert-butyl (R)-3-(2-((S)-1-(3,4-difluorophenyl)-5-oxopyrrolidin-2-yl)-5-(3,5-dimethylisoxazol-4-yl)-1H-benzo[d]imidazol-1-yl)pyrrolidine-1-carboxylate FC=1C=C(C=CC1F)N1[C@@H](CCC1=O)C1=NC2=C(N1[C@H]1CN(CC1)C(=O)OC(C)(C)C)C=CC(=C2)C=2C(=NOC2C)C